CN1N=C(C2=CC=C(C=C12)N1CCC(CC1)=O)N1C(NC(CC1)=O)=O 1-[1-methyl-6-(4-oxo-1-piperidinyl)indazol-3-yl]Hexahydropyrimidine-2,4-dione